CC1=C(C(=C2C(=C1O)C3(C(=CC(=C(C3=O)C(=O)C)O)O2)C)C(=O)C)O The molecule is a member of the class of dibenzofurans that is dibenzo[b,d]furan-1(9bH)-one substituted by acetyl groups at positions 2 and 6, hydroxy groups at positions 3 and 7 and methyl groups at positions 8 and 9b. It has a role as an antifungal agent, a lichen metabolite and an acaricide. It is a member of dibenzofurans, a methyl ketone and a polyphenol.